BrC1=CC(=C(C=C1F)NS(=O)(=O)C1=CNC2=CC(=CC=C12)S(=O)C)F N-(4-bromo-2,5-difluorophenyl)-6-(methylsulfinyl)-1H-indole-3-sulfonamide